8-(4-((5-Isopropoxypyridin-2-yl)oxy)-3,3-dimethylpiperidin-1-yl)-5-methyl-6-oxo-5,6-dihydro-1,5-naphthyridine-2-carbonitrile C(C)(C)OC=1C=CC(=NC1)OC1C(CN(CC1)C1=CC(N(C=2C=CC(=NC12)C#N)C)=O)(C)C